FC(C1=CC(=NO1)C(=O)N)(F)F 5-(trifluoromethyl)isoxazole-3-carboxamide